S-Lysyl-methionine N[C@@H](CCCCN)C(=O)[S+](CC[C@H](N)C(=O)O)C